CC1(CC1)NS(=O)(=O)C=1C=C2C(N(C(N(C2=CC1)CCC(F)(F)F)=O)NC(=O)C12CC2C1)=O N-(6-(N-(1-methylcyclopropyl)sulfamoyl)-2,4-dioxo-1-(3,3,3-trifluoropropyl)-1,4-dihydroquinazolin-3(2H)-yl)bicyclo[1.1.0]butane-1-carboxamide